3-(2-{5-[(3R,5R)-3-amino-5-fluoropiperidine-1-carbonyl]-7-methoxy-1-methyl-1H-1,3-benzodiazol-2-yl}-1-(cyclopropylmethyl)-1H-pyrrolo[2,3-b]pyridin-6-yl)-6-hydroxy-2-methylbenzamide N[C@H]1CN(C[C@@H](C1)F)C(=O)C1=CC2=C(N(C(=N2)C2=CC=3C(=NC(=CC3)C=3C(=C(C(=O)N)C(=CC3)O)C)N2CC2CC2)C)C(=C1)OC